C(C)(C)(C)OC(=O)N1CCN(CC1)C1=CC=C2CC(OCC2=C1)C1=CC(=C(C=C1)C(N(C)C)=O)C 7-(4-(tert-butoxycarbonyl)piperazin-1-yl)-3-(4-(dimethylcarbamoyl)-3-methylphenyl)isochroman